4-(4-(1-(trifluoromethyl)cyclopropyl)phenyl)pyrrolo[1,2-a]quinoxaline-7-carboxylic acid FC(C1(CC1)C1=CC=C(C=C1)C=1C=2N(C3=CC=C(C=C3N1)C(=O)O)C=CC2)(F)F